5-(4-bromopyrazol-1-yl)-2-ethylpyridine BrC=1C=NN(C1)C=1C=CC(=NC1)CC